1-(5-(5-(difluoromethoxy)-6-methoxypyridin-3-yl)pyrazolo[1,5-A]pyridin-2-yl)-3-((1S,4S)-4-hydroxy-4-methylcyclohexyl)urea FC(OC=1C=C(C=NC1OC)C1=CC=2N(C=C1)N=C(C2)NC(=O)NC2CCC(CC2)(C)O)F